N-t-butoxycarbonyl-isoleucyl-amide C(C)(C)(C)OC(=O)N[C@@H]([C@@H](C)CC)C(=O)[NH-]